2-(4-(benzyloxy)-3-chlorophenyl)-4,4,5,5-tetramethyl-1,3,2-dioxaborolan C(C1=CC=CC=C1)OC1=C(C=C(C=C1)B1OC(C(O1)(C)C)(C)C)Cl